C(C)(=O)C=1N=C(SC1C(=O)N1C[C@@H]2C([C@@H]2C1)OC1=NC(=CC(=C1)C(C)(C)NC(OCC1=CC=CC=C1)=O)C1=CC=C(C=C1)F)C=1N=CSC1 benzyl (2-(2-(((1R,5S,6s)-3-(4-acetyl-[2,4'-bithiazole]-5-carbonyl)-3-azabicyclo[3.1.0]hexan-6-yl)oxy)-6-(4-fluorophenyl)pyridin-4-yl)propan-2-yl)carbamate